FC=1C=C(C=CC1)C1C2C(N3C1=C(C=1C=CC=CC31)C)(C3=CC=CC=C3C2=O)C=2NC3=CC=CC=C3C2C 11-(3-fluorophenyl)-10-methyl-4b-(3-methyl-1H-indol-2-yl)-11,11a-dihydroindeno[2',1':4,5]pyrrolo[1,2-a]indol-12(4bH)-one